N[C@H]1CN(CCC1)CC1=CC(=NC=C1)C(=O)NC1=CC=C(C=C1)C1=CC2=C(N=CN=C2C)N1 (R)-4-((3-aminopiperidin-1-yl)methyl)-N-(4-(4-methyl-7H-pyrrolo[2,3-d]pyrimidin-6-yl)phenyl)picolinamide